CC(C(=O)N)=CC 2-methylbut-2-enamide